CC=1N=CC(=NC1)CNC(=O)C1=CC2=CN(N=C2C=C1)C=1C=NC=CC1 N-[(5-methyl-2-pyrazinyl)methyl]-2-(3-pyridyl)-2H-indazole-5-carboxamide